(3R,5S)-2'-oxo-1',2'-dihydrospiro[pyrrolidine-3,3'-pyrrolo[2,3-b]pyridine]-5-carboxamide hydrochloride Cl.O=C1[C@]2(C=3C(=NC=CC3)N1)CN[C@@H](C2)C(=O)N